C(C)(C)(C)OC(=O)N1C(C2=CC=CC=C2C1C)=O 3-methyl-1-oxoisoindoline-2-carboxylic acid tert-butyl ester